BrC1=CC2=C(N(C3=CC=C(C=C23)Br)CC(CNC2=CC(=CC=C2)OC)O)C=N1 1-(3,6-dibromo-9H-pyrido[3,4-b]indol-9-yl)-3-((3-methoxyphenyl)amino)propan-2-ol